N[C@H]1[C@@H](C1)C1=CC=C(C=C1)NC(=O)C1=CC2=CC=CC=C2C=C1 trans-N-(4-(2-aminocyclopropyl)phenyl)-2-naphthamide